1-[4-(2-ethyl-hexyloxy)-phenyl]-1H-indole C(C)C(COC1=CC=C(C=C1)N1C=CC2=CC=CC=C12)CCCC